ClC1=C(C=C(C=C1)F)NC(C1=C(C=C(C(=C1)F)N1N=C2N(CCCC2)C1=O)O[C@H](C(F)(F)F)C)=O N-(2-chloro-5-fluorophenyl)-5-fluoro-4-(3-oxo-5,6,7,8-tetrahydro[1,2,4]triazolo[4,3-a]pyridin-2(3H)-yl)-2-{[(2S)-1,1,1-trifluoropropan-2-yl]oxy}benzamide